methyl 4-(N-(methyl-d3) acetamido)-1-(tetrahydro-2H-pyran-2-yl)-1H-pyrazole-3-carboxylate C(N(C(C)=O)C=1C(=NN(C1)C1OCCCC1)C(=O)OC)([2H])([2H])[2H]